2-(2-((2,6-dimethylphenyl)amino)-2-oxoethyl)-1-phenyl-1H-pyrazol-2-ium formate C(=O)[O-].CC1=C(C(=CC=C1)C)NC(C[N+]=1N(C=CC1)C1=CC=CC=C1)=O